CC1=C(C=CC2=C1OCCC=C2OS(=O)(=O)C(F)(F)F)OC(C(C)(C)C)=O pivalic acid 9-methyl-5-(((trifluoromethyl) sulfonyl) oxy)-2,3-dihydrobenzo[b]Oxepin-8-yl ester